ClC1=NC(=CC(=C1)C1=C(C=C(C=C1)Cl)C1=NN=CN1C)Cl 2,6-dichloro-4-(4-chloro-2-(4-methyl-4H-1,2,4-triazol-3-yl)phenyl)pyridine